2-(6-(6-fluoropyridin-2-yl)isoquinolin-3-yl)-N-(4-methyl-3-(methylsulfonyl)phenyl)acetamide FC1=CC=CC(=N1)C=1C=C2C=C(N=CC2=CC1)CC(=O)NC1=CC(=C(C=C1)C)S(=O)(=O)C